hexamethyldisilazane trimethyl-phosphate COP(=O)(OC)OC.C[Si](N[Si](C)(C)C)(C)C